CCCCCCCCCCCCCCCCCCCCOC[C@H](COP(=O)(O)OC[C@H](CO)O)OC(=O)CCCCCCCCCCCCCCCCC 1-eicosyl-2-octadecanoyl-glycero-3-phospho-(1'-sn-glycerol)